C(C=C)(=O)N1C[C@@H](N(CC1)C=1C2=C(N(C(N1)=O)C1=C3C=CC=NC3=CC=C1C)N=C(C(=C2)F)C2=C(C=CC=C2O)F)C 4-((S)-4-propenoyl-2-methylpiperazin-1-yl)-6-fluoro-7-(2-fluoro-6-hydroxyphenyl)-1-(6-methylquinolin-5-yl)pyrido[2,3-d]pyrimidin-2(1H)-one